ClC1=CC=C(C=C1)C1=CC(=NC(=N1)C=1C=NC=CC1)N1CCN(CC1)C(CC)O (4-(6-(4-chlorophenyl)-2-(pyridin-3-yl)pyrimidin-4-yl)piperazin-1-yl)propan-1-ol